(4-ethoxy-2-(methoxymethoxy)phenyl)boronic acid C(C)OC1=CC(=C(C=C1)B(O)O)OCOC